[Ti].[Ni].CN[C@@H](C(=O)C1=CC=C(C=C1)C)C |r| (RS)-2-methylamino-1-(4-methylphenyl)propan-1-one Nickel-Titanium